C12CN(CC(N1)C2)C2=CC(=C(C=C2)NC2=NC=C(C(=N2)C2=CC1=C(C(N(CCS1(=O)=O)C)=O)S2)C(F)(F)F)C2CC2 7-(2-((4-(3,6-diazabicyclo[3.1.1]heptan-3-yl)-2-cyclopropylphenyl)amino)-5-(trifluoromethyl)pyrimidin-4-yl)-4-methyl-3,4-dihydrothieno[2,3-f][1,4]thiazepin-5(2H)-one 1,1-dioxide